CC(C)(C)S(=O)N=CC1=CC(=CC=C1)OC(F)(F)F 2-methyl-N-(3-(trifluoro-methoxy)benzylidene)propane-2-sulfinamide